C(C)OC(NC(C(=NNC1=CC=CC=C1)C#N)=O)=O (2-cyano-2-(2-phenylhydrazono)acetyl)carbamic acid ethyl ester